COC1=CC=C(C=C1)C1=CC(=NC2=C(N=CC=C12)C1=CC=NN1)N1CCOCC1 4-(4-methoxyphenyl)-2-(morpholin-4-yl)-8-(1H-pyrazol-5-yl)-1,7-naphthyridine